C=1N=CN2C1C1=CC=CC=C1[C@H]2[C@H]2[C@@H](C=1N(CC2)C=NC1)O (7S,8S)-7-((R)-5H-Imidazo[5,1-a]isoindol-5-yl)-5,6,7,8-tetrahydroimidazo[1,5-a]pyridin-8-ol